2-[(1R,2S,8S,10S,11S,13R,14R,15S,17S)-1,8-Difluoro-14,17-dihydroxy-2,13,15-trimethyl-5-oxotetracyclo[8.7.0.02,7.011,15]heptadeca-3,6-dien-14-yl]-2-oxoethyl methanesulfonate CS(=O)(=O)OCC(=O)[C@]1([C@@H](C[C@H]2[C@@H]3C[C@@H](C4=CC(C=C[C@@]4([C@]3([C@H](C[C@]12C)O)F)C)=O)F)C)O